8-methoxy-4-(trifluoromethyl)-1-{2-[3-(trifluoromethyl)-1H-pyrazol-1-yl]ethyl}-1,4-dihydro-2H-benzo[d][1,3]oxazin-2-one COC1=CC=CC2=C1N(C(OC2C(F)(F)F)=O)CCN2N=C(C=C2)C(F)(F)F